C(C)(C)(C)OC(=O)N1CC(C(C1)F)C1=C(C2=C(N=CN=C2N)N1C)C1=CC=C(C=C1)OC1=NC(=CC=C1)C.C1(CCCCC1)CCCC=1SC=CC1 3-cyclohexyl-1-(thiophen-2-yl)propane tert-butyl-3-(4-amino-7-methyl-5-(4-((6-methylpyridin-2-yl)oxy)phenyl)-7H-pyrrolo[2,3-d]pyrimidin-6-yl)-4-fluoropyrrolidine-1-carboxylate